C(C)(C)(C)OC(=O)N1C(CN(CC1)C1=CC=C(C=C1)Br)C tert-butyl-4-(4-bromophenyl)-2-methylpiperazine-1-carboxylate